2-benzyl-6-hydroxy-3,4-dihydro-isoquinolin-1(2H)-one C(C1=CC=CC=C1)N1C(C2=CC=C(C=C2CC1)O)=O